ClC1=CC(=CN=N1)C[C@@H]1CC[C@H](CC1)C(=O)OC methyl trans-4-[(6-chloropyridazin-4-yl)methyl]cyclohexane-carboxylate